4-(3-((4-chlorophenyl)sulfonyl)propyl)benzeneacetic acid ClC1=CC=C(C=C1)S(=O)(=O)CCCC1=CC=C(C=C1)CC(=O)O